C(C1=CC=CC=C1)SC=1C=C(C(=CC1)N(CC(C)C)CC(C)C)N 4-(benzylthio)-N1,N1-diisobutylbenzene-1,2-diamine